bora-diglycolic acid C(BOCC(=O)O)(=O)O